N,N'-bis(2,2-dimethyl-3-oxapropyl)urea CC(CNC(=O)NCC(O)(C)C)(O)C